C(#N)C1=NC2=CC(=CC(=C2N=C1N1C(CN(CC1)CC=1C=NC=CC1)C)[C@@H](C)NC1=C(C(=O)O)C=CC=C1)C 2-(((1R)-1-(2-cyano-7-methyl-3-(2-methyl-4-(pyridin-3-ylmethyl)piperazin-1-yl)quinoxalin-5-yl)ethyl)amino)benzoic acid